COC[C@@H]1[C@@H](COC1)NC=1C=C(C(=O)OC)C=CC1[N+](=O)[O-] methyl 3-(((3S,4S)-4-(methoxymethyl)tetrahydrofuran-3-yl)amino)-4-nitrobenzoate